C1(CC1)S(=O)(=O)NC(=O)C=1C=C2C(=CN(C2=CC1)CC(=O)N1[C@@H](CCC(CC1)F)C(NC1=NC(=CC=C1)C)=O)C(=O)N N5-(cyclopropylsulfonyl)-1-(2-((2S)-5-fluoro-2-((6-methylpyridin-2-yl)carbamoyl)azepan-1-yl)-2-oxoethyl)-1H-indole-3,5-dicarboxamide